(E)-3-(3-isopropyl-1,2,4-oxadiazol-5-yl)prop-2-enoic acid C(C)(C)C1=NOC(=N1)/C=C/C(=O)O